dimethylpropaneperoxoic acid CC(C(=O)OO)(C)C